COC=1C(=CC2=CN(N=C2C1)C1CCC2(CC(N(C2)C)=O)CC1)C(=O)N 6-methoxy-2-((5s,8s)-2-methyl-3-oxo-2-azaspiro[4.5]Decane-8-yl)-2H-indazole-5-carboxamide